C(C)(C)(C)OC(=O)N1[C@@H](CC(C1)=O)C(=O)N1CSCC1 (2S)-4-oxo-2-(3-thiazolidinylcarbonyl)-1-pyrrolidinecarboxylic acid tert-butyl ester